COC1=C(C=C(C(=C1)OCCC(F)(F)F)OC)CCN 2-(2,5-dimethoxy-4-(3,3,3-trifluoropropoxy)phenyl)ethan-1-amine